C(C)NC=1C=C(C=2N(C1)N=CC2C#N)C2=NC=C(N=C2)N2C[C@@H]1N([C@H](C2)C1)CC=1C=NC(=CC1)OC 6-(ethylamino)-4-(5-((1R,5S)-6-((6-methoxypyridin-3-yl)methyl)-3,6-diazabicyclo[3.1.1]heptan-3-yl)pyrazin-2-yl)pyrazolo[1,5-a]pyridine-3-carbonitrile